C1(=CC=CC=C1)N(C(=O)N1[C@@H]([C@H]2CC[C@@H](C1)N2C(N(CC2=CC=C(C=C2)C)CC)=O)C(=O)O)C2=CC=CC=C2 (1R,2S,5S)-3-(diphenylcarbamoyl)-8-(ethyl(4-methylbenzyl)carbamoyl)-3,8-diazabicyclo[3.2.1]octane-2-carboxylic acid